(-)-(S)-tert-Butyl 3-(4-aminophenyl)piperidine-1-carboxylate NC1=CC=C(C=C1)[C@H]1CN(CCC1)C(=O)OC(C)(C)C